C(CC)N(C(=O)NCCCCCCNC(N(CCC)CCC)=O)CCC hexamethylenebis(1,1'-dipropylurea)